5-TERT-BUTYL-2-CHLORO-3-HYDROXYMETHYLENE-CYCLOHEX-1-ENECARBOXALDEHYDE C(C)(C)(C)C1CC(C(=C(C1)C=O)Cl)=CO